C(C)(C)C=1N=C(N2N=C(C=C(C21)NCC2=NN(C=N2)C)C=2C(=NC=CC2)OCCC)C 5-isopropyl-7-methyl-N-[(1-methyl-1,2,4-triazol-3-yl)methyl]-2-(2-propoxy-3-pyridyl)imidazo[1,5-b]pyridazin-4-amine